C(#N)C=1C=CC(=C(C1)C=1N(COC1)[C@H]1CN([C@@H](C1)COC)C#N)OC1CC1 4-(5-cyano-2-cyclopropoxyphenyl)-N-((3R,5S)-1-cyano-5-(methoxymethyl)pyrrolidin-3-yl)oxazole